ClC=1C=NC=2C=CC=C(C2C1)C(=O)N[C@@H]1CCO[C@]12O[C@@H]([C@@H]([C@@H]([C@H]2O)N2N=NC(=C2)C2=CC(=C(C(=C2)F)F)F)O)CO 3-Chloro-N-((4R,5S,7R,8R,9S,10R)-8,10-dihydroxy-7-(hydroxymethyl)-9-(4-(3,4,5-trifluorophenyl)-1H-1,2,3-triazol-1-yl)-1,6-dioxaspiro[4.5]decan-4-yl)quinoline-5-carboxamide